[Cl-].ClC1N(C=CC=C1)C 2-chloro-1-methylpyridine Chloride